C(C)SC=1OC2=C(C=C(C=C2C(C1C)=O)C)C(C)NC1=C(C=CC=C1)S(=O)(=O)N 2-[1-(2-ethylsulfanyl-3,6-dimethyl-4-oxo-chromen-8-yl)ethylamino]benzenesulfonamide